benzyl 4-(8-((2-ethoxy-2-oxoethyl)(4-methoxybenzyl)amino)-3-(trifluoromethyl)imidazo[1,2-b]pyridazin-6-yl)piperazine-1-carboxylate C(C)OC(CN(C=1C=2N(N=C(C1)N1CCN(CC1)C(=O)OCC1=CC=CC=C1)C(=CN2)C(F)(F)F)CC2=CC=C(C=C2)OC)=O